3,5-dihydroxyindole OC1=CNC2=CC=C(C=C12)O